4-(4-(4,4,4-trifluorobutyl)cyclohexyl)benzoic acid FC(CCCC1CCC(CC1)C1=CC=C(C(=O)O)C=C1)(F)F